(2R,3R,4S,5R)-4-[[3-(3-methoxy-2-methyl-4-pyridinyl)-4,5-dimethyl-5-(trifluoromethyl)tetrahydrofuran-2-carbonyl]amino]pyridine-2-carboxamide COC=1C(=NC=CC1[C@@H]1[C@@H](O[C@]([C@H]1C)(C(F)(F)F)C)C(=O)NC1=CC(=NC=C1)C(=O)N)C